methyl (Z)-2-(difluoromethoxy)-5-(N'-hydroxy carbamimidoyl)benzoate FC(OC1=C(C(=O)OC)C=C(C=C1)/C(/N)=N/O)F